C(C)C=1C(NC=2C=C(C=NC2C1)CN1CCN(CC1)C=1C=CC(=NC1)C(=O)NC)=O 5-[4-[(7-Ethyl-6-oxo-5H-1,5-naphthyridin-3-yl)methyl]piperazin-1-yl]-N-methylpyridin-2-carboxamid